BrC=1C(=C(C=CC1)N1C(C(C2=CC(=CC=C12)C1CCN(CC1)C(=O)OC(C)(C)C)(CC)CC)=O)C#N tert-butyl 4-(1-(3-bromo-2-cyanophenyl)-3,3-diethyl-2-oxoindolin-5-yl)piperidine-1-carboxylate